C(#N)C(CC(=O)OCC)(CC(=O)OCC)C#N diethyl 3,3-dicyanoglutarate